C(C)(C)(C)OC(=O)N1C2CN(CC1CC2)C2=CC=C(C=C2)CC(COCC)N 3-(4-(2-amino-3-ethoxypropyl)phenyl)-3,8-diazabicyclo[3.2.1]octane-8-carboxylic acid tert-butyl ester